4-chloro-5-[[(2S,5R)-5-[2-[4-(5-chloropyrimidin-2-yl)piperazin-1-yl]-2-oxoethyl]oxolan-2-yl]methoxy]-2,3-dihydropyridazin-3-one ClC=1C(NN=CC1OC[C@H]1O[C@H](CC1)CC(=O)N1CCN(CC1)C1=NC=C(C=N1)Cl)=O